ClC1=C(C=CC=C1C=1C=CC2=C(OCC(N2)=O)C1)C1=C(C(=CC=C1)C=1C=CC2=C(OCC(N2)=O)C1)Cl 7,7'-(2,2'-dichloro-[1,1'-biphenyl]-3,3'-diyl)bis(2H-benzo[b][1,4]oxazin-3(4H)-one)